2-((2s,4r)-2-(aminomethyl)-5-chloro-6-fluoro-2-phenyl-2,3-dihydrobenzofuran-4-yl)-3-fluoro-4-(2-hydroxyethoxy)-N-methylbenzamide NC[C@@]1(OC2=C(C1)C(=C(C(=C2)F)Cl)C2=C(C(=O)NC)C=CC(=C2F)OCCO)C2=CC=CC=C2